N-{[4-(3,3-difluorocyclobutyl)-3-fluorophenyl](phenyl)methyl}-4-fluoro-1-{2-[4-(trifluoromethyl)-1H-1,2,3-triazol-5-yl]acetyl}pyrrolidine-2-carboxamide FC1(CC(C1)C1=C(C=C(C=C1)C(NC(=O)C1N(CC(C1)F)C(CC1=C(N=NN1)C(F)(F)F)=O)C1=CC=CC=C1)F)F